11-(N-heptyl-amino)undecanoic acid C(CCCCCC)NCCCCCCCCCCC(=O)O